tetra-tert-butylzinc C(C)(C)(C)[Zn](C(C)(C)C)(C(C)(C)C)C(C)(C)C